C1(CCCCC1)[C@@H]1[C@@H](C2=CC=C(C=C2CC1)O)C1=CC=C(C=C1)N1CCC(CC1)CN1CCN(CC1)C=1C=C2CN(C(C2=CC1)=O)[C@@H]1C(NC(CC1)=O)=O (3S)-3-[5-[4-[[1-[4-[(1R,2R)-2-cyclohexyl-6-hydroxy-tetralin-1-yl]phenyl]-4-piperidyl]methyl]piperazin-1-yl]-1-oxo-isoindolin-2-yl]piperidine-2,6-dione